[2-(tert-butoxycarbonyl-amino)-7-fluoro-1,3-benzothiazol-4-yl]boronic acid C(C)(C)(C)OC(=O)NC=1SC2=C(N1)C(=CC=C2F)B(O)O